CN(C1=CC=C(C=CC=O)C=C1)C 4-Dimethylaminocinnamaldehyde